OP(O)OP(O)O.C(CCCCCCCCCCCC)C(CCC(CCCCCCCCCCCCC)(CCCCCCCCCCCCC)CCCCCCCCCCCCC)(C1=C(C=C(C(=C1)C(C)(C)C)O)C)C1=C(C=C(C(=C1)C(C)(C)C)O)C tetra(tridecyl)-4,4'-butylidenebis(3-methyl-6-tert-butylphenol) diphosphite